BrC1=CC=C(C=C1)C1(COC1)OC(CC(C(=O)O)=C)=O 4-((3-(4-bromophenyl)oxetan-3-yl)oxy)-2-methylene-4-oxobutanoic acid